1-(2-{4-[(2-dimethylamino-ethyl)-methyl-amino]-anilino}-pyrimidin-4-yl)-1H-indole-3-carboxamide CN(CCN(C1=CC=C(NC2=NC=CC(=N2)N2C=C(C3=CC=CC=C23)C(=O)N)C=C1)C)C